C1(=CC=CC2=CC=CC=C12)NC1=CC=C(C=C1)C1=CC=C(C=C1)N N'-(1-naphthyl)-1,1'-biphenyl-4,4'-diamine